((2S,5R)-5-amino-2-methylpiperidin-1-yl)(2-(1-(cyclopropylmethyl)-6-(4-methyl-2-phenylpyridin-3-yl)-1H-pyrrolo[2,3-b]pyridin-2-yl)-7-methoxy-1-methyl-1H-benzo[d]imidazol-5-yl)methanone N[C@@H]1CC[C@@H](N(C1)C(=O)C1=CC2=C(N(C(=N2)C2=CC=3C(=NC(=CC3)C=3C(=NC=CC3C)C3=CC=CC=C3)N2CC2CC2)C)C(=C1)OC)C